C(C)(=O)O[C@H]1[C@@H](OCC1)N1C2=NC(=NC(=C2N=C1C=1OC(=CC1)C)Cl)C#CCCC (2R,3R)-2-(6-chloro-8-(5-methylfuran-2-yl)-2-(pent-1-yn-1-yl)-9H-purin-9-yl)tetrahydrofuran-3-yl acetate